2-(Cyclopropanecarboxamido)-4-((2-methoxy-3-(1-methyl-1H-1,2,4-triazol-3-yl)phenyl)amino)-N-methylpyrimidine-5-carboxamide C1(CC1)C(=O)NC1=NC=C(C(=N1)NC1=C(C(=CC=C1)C1=NN(C=N1)C)OC)C(=O)NC